C(CCC)C(CO)C(CO)CCCC 2,3-dibutyl-1,4-butanediol